CCC(=C)C(=O)N Ethylacrylamide